(5S)-2-(5-fluoro-4-methyl-3-oxo-3,4-dihydrospiro[benzo[b][1,4]oxazine-2,1'-cyclopropane]-7-yl)-5-methylpiperidin-1-carboxylic acid tert-butyl ester C(C)(C)(C)OC(=O)N1C(CC[C@@H](C1)C)C=1C=C(C2=C(OC3(CC3)C(N2C)=O)C1)F